isopropyl trans-N-[3-(2,2-dimethylpropylsulfonyl)-4-[2-[4-(isopropoxycarbonylamino)cyclohexyl]thiazol-5-yl] phenyl]carbamate CC(CS(=O)(=O)C=1C=C(C=CC1C1=CN=C(S1)[C@@H]1CC[C@H](CC1)NC(=O)OC(C)C)NC(OC(C)C)=O)(C)C